3-(2-methyl-6-morpholin-4-ylpyridine-4-carbonyl)-4-trimethylstannylbenzonitrile CC1=NC(=CC(=C1)C(=O)C=1C=C(C#N)C=CC1[Sn](C)(C)C)N1CCOCC1